5-Cyano-N-ethyl-N-(2,2,2-trifluoro-1-(3-methoxyphenyl)ethyl)pyridine-3-sulfonamide C(#N)C=1C=C(C=NC1)S(=O)(=O)N(C(C(F)(F)F)C1=CC(=CC=C1)OC)CC